FC(C=1C=CC=2N(N1)C(=CN2)C2=NC=NC(=C2)N2C(C(CC(C2)C)CS(=O)C)C)F 6-(difluoromethyl)-3-[6-[2,5-dimethyl-3-(methylsulfinylmethyl)-1-piperidinyl]pyrimidin-4-yl]imidazo[1,2-b]pyridazine